3-(5-(difluoromethyl)-1,3,4-thiadiazol-2-yl)-8-((3s,5s)-3,5-dimethylpiperazin-1-yl)-N-(3-methyloxetan-3-yl)imidazo[1,5-a]pyridine-6-sulfonamide FC(C1=NN=C(S1)C1=NC=C2N1C=C(C=C2N2C[C@@H](N[C@H](C2)C)C)S(=O)(=O)NC2(COC2)C)F